(2R,4S)-N-((S)-1-(((1H-pyrrolo[3,2-c]pyridin-2-yl)methyl)amino)-1-oxopropan-2-yl)-4-([1,1'-biphenyl]-4-yl)piperidine-2-carboxamide bis-trifluoroacetate FC(C(=O)O)(F)F.FC(C(=O)O)(F)F.N1C(=CC=2C=NC=CC21)CNC([C@H](C)NC(=O)[C@@H]2NCC[C@@H](C2)C2=CC=C(C=C2)C2=CC=CC=C2)=O